Allyl 2-azido-3-O-benzyl-2-deoxy-α-L-altropyranoside N(=[N+]=[N-])[C@H]1[C@H](OCC=C)O[C@H]([C@@H]([C@@H]1OCC1=CC=CC=C1)O)CO